4,4'-bis[(4-bromophenyl)phenylamino]biphenyl BrC1=CC=C(C=C1)N(C1=CC=C(C=C1)C1=CC=C(C=C1)N(C1=CC=CC=C1)C1=CC=C(C=C1)Br)C1=CC=CC=C1